4-Bromo-2-(2-chloro-4-(trifluoromethyl)phenyl)-2-methylbenzo[d][1,3]dioxole BrC1=CC=CC=2OC(OC21)(C)C2=C(C=C(C=C2)C(F)(F)F)Cl